ClCC(=O)NC=1C(=NC=C(C1C)C1(CC1)C)C(=O)C=1C=2C=NNC2C(=CC1)F 2-Chloro-N-(2-(7-fluoro-1H-indazole-4-carbonyl)-4-methyl-5-(1-methylcyclopropyl)pyridin-3-yl)acetamide